C(C=C)(=O)NC1=CC=C(NCC2=CC=CC=C2)C=C1 p-acrylamido-benzylaniline